CC1(OC(C(O1)N)C#N)C 2,2-dimethyl-5-cyano-1,3-dioxolane-4-amine